FC(C=1C=C(C=C(C1)C(F)(F)F)C1=NN(C=N1)\C=C/C(=O)NN1CC2=NC=CC=C2C1=O)(F)F (Z)-3-(3-(3,5-bis(trifluoromethyl)phenyl)-1H-1,2,4-triazol-1-yl)-N-(5-oxo-5,7-dihydro-6H-pyrrolo[3,4-b]pyridin-6-yl)acrylamide